1-(2-Hydroxyphenyl)-3-(2',4',5'-trimethoxyphenyl)prop-2-en-1-one OC1=C(C=CC=C1)C(C=CC1=C(C=C(C(=C1)OC)OC)OC)=O